7-bromo-2-oxo-1,2-dihydroquinoline-3-carboxylic acid BrC1=CC=C2C=C(C(NC2=C1)=O)C(=O)O